methyl 2-oxo-1-((2-(trimethylsilyl) ethoxy) methyl)-1,2-dihydropyridine-4-carboxylate O=C1N(C=CC(=C1)C(=O)OC)COCC[Si](C)(C)C